(E)-4-(2,3-dimethoxyphenyl)but-3-en-2-one COC1=C(C=CC=C1OC)/C=C/C(C)=O